CC(CC[C@@H](C(=O)O)N[C@@H](C)C1=CC=2CCCCC2C=C1)(C)C (2S)-5,5-dimethyl-2-{[(1S)-1-(5,6,7,8-tetrahydronaphthalen-2-yl)ethyl]amino}hexanoic acid